C(=O)O.FC1=CC=CC(=N1)C1=NN(C=C1NC(=O)C=1OC(=CC1)C=1C=NNC1)C1CC(C1)OCC(F)(F)F N-(3-(6-fluoropyridin-2-yl)-1-((1s,3s)-3-(2,2,2-trifluoroethoxy)cyclobutyl)-1H-pyrazol-4-yl)-5-(1H-pyrazol-4-yl)furan-2-carboxamide formate